Bis-(hydroxyphenyl)sulfone L-tartrate C(=O)(O)[C@H](O)[C@@H](O)C(=O)O.OC1=C(C=CC=C1)S(=O)(=O)C1=C(C=CC=C1)O